1-[5-cyano-6-(2,2-difluoro-1,3-benzodioxol-5-yl)-2-(difluoromethyl)pyridine-3-carbonyl]-N-ethyl-piperidine-4-sulfonamide C(#N)C=1C=C(C(=NC1C1=CC2=C(OC(O2)(F)F)C=C1)C(F)F)C(=O)N1CCC(CC1)S(=O)(=O)NCC